C(=CCCCC)CO[SiH](C)C 1-hexenyldimethylmethoxysilane